N,3-diethyl-aminopropylamine C(C)NCCC(CC)N